ClC1=NC=2N(C(=C1)N(C(OC(C)(C)C)=O)CC=1C=NC3=CC=CC=C3C1)N=CC2C(C)C tert-butyl (5-chloro-3-isopropylpyrazolo[1,5-a]pyrimidin-7-yl)(quinolin-3-ylmethyl)carbamate